CN(CC1=CC=CC=C1)C dimethylbenzylamine